CC(CC1=CN=C(S1)C1=NC(=NC=C1C(F)(F)F)N[C@@H]1[C@@H](CN(CC1)S(=O)(=O)C=1C=NN(C1)C)C)(C)O 2-methyl-1-(2-(2-(((3R,4S)-3-methyl-1-((1-methyl-1H-pyrazol-4-yl)sulfonyl)piperidin-4-yl)amino)-5-(trifluoromethyl)pyrimidin-4-yl)thiazol-5-yl)propan-2-ol